tert-butyl 6-(((tert-butyloxycarbonyl)(cyclobutylmethyl)amino)methyl)-2-cyano-1H-indole-1-carboxylate C(C)(C)(C)OC(=O)N(CC1CCC1)CC1=CC=C2C=C(N(C2=C1)C(=O)OC(C)(C)C)C#N